CC=1[C@H](N=C(CN1)C)C(C)C (2R)-3,6-dimethyl-2-(propan-2-yl)-2,5-dihydropyrazine